(Z)-2-(5-fluoro-2-methyl-1-(4-trifluoromethylbenzyl)-1H-inden-3-yl)acetic acid FC=1C=C2C(=C(C(C2=CC1)CC1=CC=C(C=C1)C(F)(F)F)C)CC(=O)O